C(=C\CCCC)/C=1C(CCC1C)=O (E)-2-(hex-1-en-1-yl)-3-methylcyclopent-2-en-1-one